1-Methyl-2-(6-trifluoromethyl-benzothiazol-2-ylamino)-1H-benzoimidazole-5-carboxylic acid [2-(4-hydroxy-piperidin-1-yl)-2-oxo-ethyl]-amide OC1CCN(CC1)C(CNC(=O)C1=CC2=C(N(C(=N2)NC=2SC3=C(N2)C=CC(=C3)C(F)(F)F)C)C=C1)=O